C(=O)(O)C1(C(=O)O)C(C(=O)O)C(=C(C(=O)O)C(=C1)C(=O)O)C(=O)O 1,3,5-tricarboxyl-trimellitic acid